3-cyclopropyl-N-(2,4-dimethyl-1-phenylpentan-2-yl)-1-methyl-1H-pyrrolo[2,3-b]pyridine-5-carboxamide C1(CC1)C1=CN(C2=NC=C(C=C21)C(=O)NC(CC2=CC=CC=C2)(CC(C)C)C)C